tert-butyl 12-fluoro-4-(2-methylpyridin-3-yl)-8,13-dihydro-[1,2,4]triazolo[4',3':1,6]pyrido[3,2-c]benzo[g][1,5]oxazonine-14(6H)-carboxylate FC1=CC=CC2=C1CN(C1=C(COC2)C=C(C=2N1C=NN2)C=2C(=NC=CC2)C)C(=O)OC(C)(C)C